NC(C(=O)O)C(C)(C)NC(=O)OC(C)(C)C 2-amino-3-((tert-butoxycarbonyl)amino)-3-methylbutyric acid